C1(CCCC1)COC1=C(C=C(C=C1)F)CNC(=O)C=1C(=NC(=C(C1)C=1C=CC=2N(N1)C=C(N2)NC(C)=O)C)OC N-{[2-(cyclopentylmethoxy)-5-fluorophenyl]methyl}-5-{2-acetamidoimidazo[1,2-b]pyridazin-6-yl}-2-methoxy-6-methylpyridine-3-carboxamide